C(C)(=O)N[C@H]1[C@@H](O[C@@H]([C@@H]([C@@H]1OC(C)=O)OC(C)=O)COC(C)=O)OCCOCC(=O)O 2-(2-(((2r,3r,4r,5r,6r)-3-acetamido-4,5-diacetoxy-6-(acetoxymethyl)tetrahydro-2H-pyran-2-yl)oxy)ethoxy)acetic acid